CC1(CCC1)C(=O)N1CCC2(CO2)CC1 (1-methylcyclobutyl)(1-oxa-6-azaspiro[2.5]oct-6-yl)methanone